C(C)C1=CC2=C(C(C=3NC4=CC(=CC=C4C3C2=O)CCC)(C)C)C=C1N1CCC(CC1)N1CCOCC1 9-ethyl-6,6-dimethyl-8-(4-morpholinopiperidin-1-yl)-3-(propan-1-yl)-5,6-dihydro-11H-benzo[b]carbazol-11-one